N-ethylpentanylamine C(C)NCCCCC